6-bromo-5,8-dimethoxy-1,2,3,4-tetrahydronaphthalen-2-amine BrC=1C(=C2CCC(CC2=C(C1)OC)N)OC